N-dodecylboronic acid B(CCCCCCCCCCCC)(O)O